9,11,13-trifluoro-octadecanoic acid FC(CCCCCCCC(=O)O)CC(CC(CCCCC)F)F